tert-butyl N-[(Z)-{[3-({[(tert-butoxy)carbonyl]amino}({[(1S,2S)-2-methyl-1-(methylcarbamoyl)butyl]carbamoyl}) methyl)phenyl]amino}({[(tert-butoxy)carbonyl]imino})methyl]carbamate C(C)(C)(C)OC(=O)NC(C=1C=C(C=CC1)N/C(/NC(OC(C)(C)C)=O)=N/C(=O)OC(C)(C)C)C(N[C@@H]([C@H](CC)C)C(NC)=O)=O